3-(3-{[(8-oxabicyclo[3.2.1]octan-3-yl)amino]methyl}pyrrolidin-1-yl)-1,2,4-triazin C12CC(CC(CC1)O2)NCC2CN(CC2)C=2N=NC=CN2